C1(CC1)C1=C(CNC(OC(C)(C)C)=O)C=CC(=C1F)C1=NC=NN2C1=CC=C2 tert-butyl (2-cyclopropyl-3-fluoro-4-(pyrrolo[2,1-f][1,2,4]triazin-4-yl)benzyl)carbamate